malonic acid adamantane-1-ylethyl ester C12(CC3CC(CC(C1)C3)C2)CCOC(CC(=O)O)=O